5-[(1R)-1-(4,6-dichloropyridin-3-yl)ethyl]-3-{3-[(3R)-1-(2-hydroxyethyl)piperidin-3-yl]azetidin-1-yl}pyrrolo[3,2-b]pyrazine-6,7-dicarbonitrile ClC1=C(C=NC(=C1)Cl)[C@@H](C)N1C(=C(C2=NC=C(N=C21)N2CC(C2)[C@@H]2CN(CCC2)CCO)C#N)C#N